5-(tert-butyl)3-methyl-1-methyl-1H-pyrazole-3,5-dicarboxylic acid C(C)(C)(C)C1(CC(NN1C)(C(=O)O)C)C(=O)O